C(CCCCC)C1=C2C3(CCC1C3)O2 epoxyhexyl-norbornene